2-(4-chlorophenyl)-N-(2-(4-ethylpiperazin-1-yl)-5-(4-(4-((6-(trifluoromethyl)pyridazin-3-yl)oxy)-phenyl)piperidine-1-carbonyl)phenyl)acetamide ClC1=CC=C(C=C1)CC(=O)NC1=C(C=CC(=C1)C(=O)N1CCC(CC1)C1=CC=C(C=C1)OC=1N=NC(=CC1)C(F)(F)F)N1CCN(CC1)CC